1-(3-(4-chloro-3,5-dimethylphenoxy)propyl)-4-((4-ethynylbenzyl)(m-tolyl)amino)-1H-pyrrole-2-carboxylic acid ClC1=C(C=C(OCCCN2C(=CC(=C2)N(C=2C=C(C=CC2)C)CC2=CC=C(C=C2)C#C)C(=O)O)C=C1C)C